C1(CC1)OC=1C=CC(=NC1)C1=NSC(=N1)NC1=NC=C(C(=C1)C(F)(F)F)C(C)C 3-(5-cyclopropoxypyridin-2-yl)-N-(5-isopropyl-4-(trifluoromethyl)pyridin-2-yl)-1,2,4-thiadiazol-5-amine